(S)-2-((1-methylpyrrolidin-2-yl)methoxy)-6-(naphthalen-1-ylmethyl)-4-(4-(vinylsulfonyl)piperazin-1-yl)-6,7-dihydro-5H-pyrrolo[3,4-d]pyrimidine CN1[C@@H](CCC1)COC=1N=C(C2=C(N1)CN(C2)CC2=CC=CC1=CC=CC=C21)N2CCN(CC2)S(=O)(=O)C=C